(S)-2-((2-(4-bromo-2-chloro-6-fluorophenyl)-5-methyl-1H-benzo[d]imidazol-1-yl)methyl)morpholine-4-carboxylic acid tert-butyl ester C(C)(C)(C)OC(=O)N1C[C@@H](OCC1)CN1C(=NC2=C1C=CC(=C2)C)C2=C(C=C(C=C2F)Br)Cl